methyl (R)-4-(4-(tert-butoxycarbonyl)benzyl)-1-octanoyl-5-oxopiperazine-2-carboxylate C(C)(C)(C)OC(=O)C1=CC=C(CN2C[C@@H](N(CC2=O)C(CCCCCCC)=O)C(=O)OC)C=C1